NC1=CC(=CC(=N1)C1=CC(=C(C(=O)NC=2C(=NNC2Cl)C)C=C1F)O[C@H](C(F)(F)F)C)OC (S)-4-(6-Amino-4-methoxypyridin-2-yl)-N-(5-chloro-3-methyl-1H-pyrazol-4-yl)-5-fluoro-2-((1,1,1-trifluoropropan-2-yl)oxy)benzamide